CC1C=2N=CC=C(C3=NN(C4=CC=C(O[C@@H](CCNC(O1)=O)C)C=C34)C3OCCCC3)N2 (13R)-7,13-dimethyl-19-(oxan-2-yl)-8,14-dioxa-5,10,19,20,23-pentaazatetracyclo[13.5.2.12,6.018,21]tricosa-1(20),2,4,6(23),15,17,21-heptaen-9-one